N-chloroacetyl-2-carbamoyl-pyrrolidine tert-Butyl-2-amino-4-(thiophen-2-yl)phenylcarbamate C(C)(C)(C)N(C(O)=O)C1=C(C=C(C=C1)C=1SC=CC1)N.ClCC(=O)N1C(CCC1)C(N)=O